(2S)-N-[(3R,4R)-1-(8-cyanoquinoxalin-5-yl)-4-methylpyrrolidin-3-yl]-2-cyclopropyl-2-hydroxyacetamide C(#N)C=1C=CC(=C2N=CC=NC12)N1C[C@@H]([C@@H](C1)C)NC([C@@H](O)C1CC1)=O